The molecule is an organophosphate oxoanion that is the dianion of D-glucopyranose 1-phosphate arising from deprotonation of both phosphate OH groups. It has a role as a fundamental metabolite. It is a conjugate base of a D-glucopyranose 1-phosphate. C([C@@H]1[C@H]([C@@H]([C@H](C(O1)OP(=O)([O-])[O-])O)O)O)O